N1C=CC2=CC(=CC=C12)C=1C=C(C=O)C=CC1 3-(1H-INDOL-5-YL)BENZALDEHYDE